(2S)-2-fluoro-2-(5-fluoro-1H-indol-3-yl)ethanamine F[C@H](CN)C1=CNC2=CC=C(C=C12)F